gamma-Glutamyl-N5-acetylornithine N[C@@H](CCC(=O)N[C@@H](CCCNC(C)=O)C(=O)O)C(=O)O